(R)-N-(4-((2-((3-(tert-butyl)-1-(tetrahydrofuran-3-yl)-1H-pyrazol-5-yl)amino)-1-methyl-1H-benzo[d]imidazol-6-yl)oxy)pyridin-2-yl)acetamide C(C)(C)(C)C1=NN(C(=C1)NC1=NC2=C(N1C)C=C(C=C2)OC2=CC(=NC=C2)NC(C)=O)[C@H]2COCC2